2-fluoro-3-(1H-indol-2-yl)-N,N-dimethyl-4-(pyrrolidin-1-yl)benzenesulfonamide FC1=C(C=CC(=C1C=1NC2=CC=CC=C2C1)N1CCCC1)S(=O)(=O)N(C)C